methyl-(4-hydroxy-7-phenoxyisoquinoline-3-carboxamide) acetate C(C)(=O)O.CC1=NC(=C(C2=CC=C(C=C12)OC1=CC=CC=C1)O)C(=O)N